BrC1=CC=C(S1)C1N(CC(CC1)C)C(=O)OC(C)(C)C tert-Butyl 2-(5-bromo-2-thienyl)-5-methyl-piperidine-1-carboxylate